tert-butyl (5-cyclopropyl-3-(2,6-dichlorophenyl) isoxazol-4-yl)carbamate C1(CC1)C1=C(C(=NO1)C1=C(C=CC=C1Cl)Cl)NC(OC(C)(C)C)=O